1-(5-chloro-4-{[6-chloro-7-(4-hydroxy-4-methylpiperidin-1-yl)quinazolin-2-yl]amino}-1H-pyrazol-1-yl)-4-methylpentane-2,4-diol ClC1=C(C=NN1CC(CC(C)(O)C)O)NC1=NC2=CC(=C(C=C2C=N1)Cl)N1CCC(CC1)(C)O